3-tert-butyl-5-methyl-[1,1'-biphenyl]-2-ol C(C)(C)(C)C1=C(C(=CC(=C1)C)C1=CC=CC=C1)O